O1CC(C1)C1=CC(=NO1)C(=O)NC1C[C@H]2CC[C@@H](C1)N2S(=O)(=O)CC2CCC(CC2)NC(OC(C)(C)C)=O tert-butyl ((1R,4r)-4-((((1R,3R,5S)-3-(5-(oxetan-3-yl)isoxazole-3-carboxamido)-8-azabicyclo[3.2.1]octan-8-yl)sulfonyl)methyl) cyclohexyl)carbamate